ClC1=C(C=CC=C1C)N1N=CC2=C1COC[C@H]2NC(=O)C=2N=CN1C2CCCC1 (S)-N-(1-(2-chloro-3-methylphenyl)-1,4,5,7-tetrahydropyrano[3,4-c]pyrazol-4-yl)-5,6,7,8-tetrahydroimidazo[1,5-a]pyridine-1-carboxamide